7-benzyloxy-4-(4-fluorophenyl)-3-isopropyl-2-oxo-isoquinolin-2-ium C(C1=CC=CC=C1)OC1=CC=C2C(=C([N+](CC2=C1)=O)C(C)C)C1=CC=C(C=C1)F